N[C@H](C(=O)NCC1=C(C(=CC=C1)Cl)F)CC1CC1 (S)-2-amino-N-(3-chloro-2-fluorobenzyl)-3-cyclopropylpropionamide